C(C)OCC1=NC=CC(=C1)C1=NOC(=N1)[C@H](C)NC(=O)C1=CC(=NN1C)C(F)(F)F (S)-N-(1-(3-(2-(ethoxymethyl)pyridin-4-yl)-1,2,4-oxadiazol-5-yl)ethyl)-1-methyl-3-(trifluoromethyl)-1H-pyrazole-5-carboxamide